6-methoxy-2-phenylbenzo[d][1,2]selenazol-3(2H)-one COC1=CC2=C(C(N([Se]2)C2=CC=CC=C2)=O)C=C1